O1CCN(CC1)CCOC=1C=C(C=CC1)C=1C=CC=C2C=NC(=NC12)NC=1C=NC(=CC1)N1CCOCC1 8-(3-(2-Morpholinoethoxy)phenyl)-N-(6-Morpholinopyridin-3-yl)quinazolin-2-amine